N-{4-[2-(2-chloro-3-fluorophenyl)acetylamino]pyridin-2-yl}-N-[3-fluoro-4-(methylsulfonyl)phenyl]acetamide ClC1=C(C=CC=C1F)CC(=O)NC1=CC(=NC=C1)N(C(C)=O)C1=CC(=C(C=C1)S(=O)(=O)C)F